Cl.C(C1=CC=CC=C1)(=O)N1CCC(CC1)CCCCNC(\C=C\C=1C=NC=CC1)=O (E)-N-(4-(1-benzoyl-piperidin-4-yl)butyl)-3-(pyridin-3-yl)acrylamide hydrochloride